3-((2-(3-aminoisoxazol-5-yl)phenoxy)methyl)azetidine-1-carboxylic acid tert-butyl ester C(C)(C)(C)OC(=O)N1CC(C1)COC1=C(C=CC=C1)C1=CC(=NO1)N